(2-(2-chloro-4-nitrophenyl)-2-azaspiro[3.3]heptan-6-yl)carbamic acid tert-butyl ester C(C)(C)(C)OC(NC1CC2(CN(C2)C2=C(C=C(C=C2)[N+](=O)[O-])Cl)C1)=O